(3-fluoro-4-((2-(methylsulfinyl)-8,9-dihydroimidazo[1',2':1,6]pyrido[2,3-d]pyrimidin-6-yl)oxy)phenyl)-N-(4-fluorophenyl)cyclopropane-1,1-dicarboxamide FC=1C=C(C=CC1OC1=CC2=C(N=C(N=C2)S(=O)C)N2C1=NCC2)C2C(C2)(C(=O)NC2=CC=C(C=C2)F)C(=O)N